O=C([C@H](O)[C@@H](O)[C@H](O)[C@H](O)C(=O)[O-])[O-] Glucoarate